The molecule is a sesquiterpene lactone that is the 5alpha-epoxy derivative of alantolactone. Isolated from the root extracts of Inula helenium, it exhibits antimycobacterial activity. It has a role as a metabolite and an antimycobacterial drug. It is a naphthofuran, a sesquiterpene lactone and an epoxide. It derives from an alantolactone. C[C@H]1CCC[C@]2([C@@]13[C@@H](O3)[C@H]4[C@@H](C2)OC(=O)C4=C)C